ClC=1C=C(C=CC1C)NC(CNC=1C=C2C(N(CC2=CC1)C1C(NC(CC1)=O)=O)=O)=O N-(3-chloro-4-methylphenyl)-2-{[2-(2,6-dioxohexahydropyridin-3-yl)-3-oxo-2,3-dihydro-1H-isoindol-5-yl]amino}acetamide